C1(CCCC1)C1=C(C(=NC(=C1)C1=CC=C(C=C1)OC)N)N Cyclopentyl-6-(4-methoxyphenyl)pyridine-2,3-diamine